CCCCCCCCCCCCCCCCCCO The molecule is a long-chain primary fatty alcohol consisting of a hydroxy function at C-1 of an unbranched saturated chain of 18 carbon atoms. It has a role as a plant metabolite, a human metabolite and an algal metabolite. It is a long-chain primary fatty alcohol, a fatty alcohol 18:0 and a primary alcohol. It derives from a hydride of an octadecane.